CN1N=CC(=C1)NC1=NC=CC(=N1)C1=CC2CCC(C1)N2C(=O)N2CC(CC2)C(F)(F)F (3-(2-((1-methyl-1H-pyrazol-4-yl)amino)pyrimidin-4-yl)-8-azabicyclo[3.2.1]oct-2-en-8-yl)(3-(trifluoromethyl)pyrrolidin-1-yl)methanone